Pentacosa-15,18-dienoic acid C(CCCCCCCCCCCCCC=CCC=CCCCCCC)(=O)O